C(C)(C)(C)C1=CC=CC=C1O 6-tert-butylphenol